2-arachidonoyl-sn-glycero-3-phosphorylethanolamine C(CCC\C=C/C\C=C/C\C=C/C\C=C/CCCCC)(=O)O[C@H](CO)COP(=O)(O)OCCN